methyl 2-(4-((((1r,4r)-4-aminocyclohexyl)(tert-butoxycarbonyl)amino)methyl)-1H-pyrazol-1-yl)acetate NC1CCC(CC1)N(C(=O)OC(C)(C)C)CC=1C=NN(C1)CC(=O)OC